9,9-bis[2-(morpholin-4-yl-carbonyl)ethyl]Fluorene tert-butyl-(1R,4r)-4-((E)-4-(((1r,4R)-4-(2-(Dibenzylamino)ethoxy)cyclohexyl)oxy)but-2-enamido)cyclohexane-1-carboxylate C(C)(C)(C)OC(=O)C1CCC(CC1)NC(\C=C\COC1CCC(CC1)OCCN(CC1=CC=CC=C1)CC1=CC=CC=C1)=O.N1(CCOCC1)C(=O)CCC1(C2=CC=CC=C2C=2C=CC=CC12)CCC(=O)N1CCOCC1